but-3-ynyl prop-2-enoate C(C=C)(=O)OCCC#C